(2-chloro-4-fluoro-phenyl)-[(1S,5R)-8-[7-[4-[2-(4-chlorophenyl)ethyl]piperazin-1-yl]sulfonylimidazo[1,5-a]pyridin-5-yl]-3,8-diazabicyclo[3.2.1]octan-3-yl]methanone ClC1=C(C=CC(=C1)F)C(=O)N1C[C@@H]2CC[C@H](C1)N2C2=CC(=CC=1N2C=NC1)S(=O)(=O)N1CCN(CC1)CCC1=CC=C(C=C1)Cl